5-(thiazol-5-yl)-3-(trifluoromethyl)-8,9-dihydropyrido[3',2':4,5]pyrrolo[1,2-a]pyrazin S1C=NC=C1C=1C2=C(N3C1C=NCC3)N=CC(=C2)C(F)(F)F